3-(quinazolin-4-yl)phenol N1=CN=C(C2=CC=CC=C12)C=1C=C(C=CC1)O